IC1=CC=C(C=C1)NC(C1=CC(=CC=C1)OC)=O N-(4-iodophenyl)-3-methoxybenzamide